FC1=C(C(=C(C=C1OC)OC)F)N1C(N(C2=C(C1)C=NC(=C2)C=2C(=NN(C2)C)C)C2=CC=C(C=C2)S(=O)(=O)C)=O 3-(2,6-difluoro-3,5-dimethoxyphenyl)-7-(1,3-dimethyl-1H-pyrazol-4-yl)-1-(4-(methylsulfonyl)phenyl)-3,4-dihydropyrido[4,3-d]pyrimidin-2(1H)-one